((1S,6R,7R)-7-(2-fluorophenyl)-3-(3-(8-methoxy-2-methylquinolin-5-yl)-1H-pyrazolo[3,4-b]pyrazin-6-yl)-3-azabicyclo[4.1.0]heptan-7-yl)methanamine FC1=C(C=CC=C1)[C@]1([C@@H]2CCN(C[C@H]12)C1=CN=C2C(=N1)NN=C2C2=C1C=CC(=NC1=C(C=C2)OC)C)CN